S(=O)(=O)(OCCC=C)C1=CC=C(C)C=C1 homoallyl tosylate